N1C=CC2=CC(=CC=C12)CN1N=NC(=C1)C1=CC(=NC(=N1)N)C=1C(=C(C#N)C=CC1)C 3-(6-(1-((1H-indol-5-yl)methyl)-1H-1,2,3-triazol-4-yl)-2-aminopyrimidin-4-yl)2-methylbenzonitrile